3-[(2S)-2-[(tert-butoxycarbonyl)amino]-3-methoxy-3-oxopropyl]-5-fluorophenoxymethylboronic acid C(C)(C)(C)OC(=O)N[C@@H](CC=1C=C(OCB(O)O)C=C(C1)F)C(=O)OC